C1(CC1)C#CC=1C=C(C=C2C(=NNC12)N)C1=CC(=NC=C1)NC1COC1 7-(Cyclopropylethynyl)-5-(2-(oxetan-3-ylamino)pyridin-4-yl)-1H-indazol-3-amine